C(C)(C)(C)OC(=O)N1C[C@H](N(CCC1)C1=NC(=NC(=C1)C)N)C1=C(C=CC=C1)Cl |r| (+-)-4-(2-amino-6-methyl-pyrimidin-4-yl)-3-(2-chlorophenyl)-1,4-diazepane-1-carboxylic acid tert-butyl ester